C1(CCC1)N1C(=NC2=C1C(=C(C=C2)CC(=O)O)F)NC(CC(C)(C)C)=O 2-(1-cyclobutyl-2-(3,3-dimethylbutanamido)-7-fluoro-1H-benzo[d]imidazol-6-yl)acetic acid